O1CC12CCC(CC2)C(=O)OC(C)(C)C tert-butyl (3s,6s)-1-oxaspiro[2.5]octane-6-carboxylate